(pentamethylcyclopentadienyl)(2-ethylindenyl)zirconium dichloride [Cl-].[Cl-].CC1=C(C(=C(C1(C)[Zr+2]C1C(=CC2=CC=CC=C12)CC)C)C)C